(2S,3R)-3-((2-amino-6-methylpyridin-4-yl)methyl)-N2-(1-methyl-1H-pyrazol-5-yl)-N1-((R)-1-cyclohexylpropyl)-N2-methyl-4-oxoazetidine-1,2-dicarboxamide NC1=NC(=CC(=C1)C[C@@H]1[C@H](N(C1=O)C(=O)N[C@H](CC)C1CCCCC1)C(=O)N(C)C1=CC=NN1C)C